C1OC=2C=C(CO)C=CC2O1 3,4-methylenedioxybenzyl alcohol